5-bromo-2-((tert-butoxycarbonyl)amino)benzoic acid BrC=1C=CC(=C(C(=O)O)C1)NC(=O)OC(C)(C)C